N-[4-(3-Cyanophenyl)-5-(2,6-dimethyl-4-pyridyl)thiazol-2-yl]-3,6-diazabicyclo[3.1.1]heptane-3-carboxamide C(#N)C=1C=C(C=CC1)C=1N=C(SC1C1=CC(=NC(=C1)C)C)NC(=O)N1CC2NC(C1)C2